(±)-trans-N-[8-amino-6-(4-cyano-2-methyl-phenyl)-3-isoquinolinyl]-2-cyano-cyclopropanecarboxamide NC=1C=C(C=C2C=C(N=CC12)NC(=O)[C@H]1[C@@H](C1)C#N)C1=C(C=C(C=C1)C#N)C |r|